methylpentanedioic acid monomethyl ester COC(C(CCC(=O)O)C)=O